N,N'-hexamethyleneBismaleimide C1(C=CC(N1CCCCCCN1C(C=CC1=O)=O)=O)=O